5-tert-butoxycarbonyl-2,4,6,7-tetrahydropyrazolo[4,3-c]pyridine-3-carboxylic acid C(C)(C)(C)OC(=O)N1CC=2C(CC1)=NNC2C(=O)O